C(C1=CC=CC=C1)OCCCCCCNC1=C(C(=C(C=C1)Br)C)[N+](=O)[O-] N-[6-(benzyloxy)hexyl]-4-bromo-3-methyl-2-nitroaniline